7-cyclobutyl-2-oxo-8-(5-phenyl-4H-1,2,4-triazol-3-yl)-1H-quinoline-3-carboxylic acid C1(CCC1)C1=CC=C2C=C(C(NC2=C1C1=NN=C(N1)C1=CC=CC=C1)=O)C(=O)O